tert-Butyl 4-(3-((2-chloro-4-methylphenyl)amino)benzylidene)piperidine-1-carboxylate ClC1=C(C=CC(=C1)C)NC=1C=C(C=C2CCN(CC2)C(=O)OC(C)(C)C)C=CC1